OC1=C(C(C=C(O1)C(CC/C=C/NC(OC)=O)C)=O)C(\C(=C\C=C(\CCC(\C(=C/CC\C=C\C)\C)O)/C)\C)=O methyl N-[(E)-5-[6-hydroxy-5-[(2E,4E,9Z,13E)-8-hydroxy-2,5,9-trimethylpentadeca-2,4,9,13-tetraenoyl]-4-oxopyran-2-yl]hex-1-enyl]carbamate